1-(4-methoxyphenyl)-2,5-dimethyl-3-hydroxymethylene-1H-pyrrole COC1=CC=C(C=C1)N1C(C(C=C1C)=CO)C